CN1N=CC=2NC(CCCC21)=O 1-methyl-5-oxo-1,4,5,6,7,8-hexahydropyrazolo[4,3-b]azepin